2-cyclohexyl-2-(2-triisopropylsilylethyl)-1,3-diisopentyloxypropane C1(CCCCC1)C(COCCC(C)C)(COCCC(C)C)CC[Si](C(C)C)(C(C)C)C(C)C